BrC1=C(C=C2C=C(N=CC2=C1)N(C(OC(C)(C)C)=O)C)I tert-butyl (7-bromo-6-iodoisoquinolin-3-yl)(methyl)carbamate